(R,Z)-1-(4-(5-((1-(2-methyl-3-(trifluoromethyl)phenyl)ethyl)imino)-8,9-dihydro-5H-oxazolo[3,2-a]pyrido[4,3-e]pyrimidin-3-yl)-3,6-dihydropyridin-1(2H)-yl)ethan-1-one CC1=C(C=CC=C1C(F)(F)F)[C@@H](C)\N=C\1/N=C2N(C3=C1C=C(N=C3)C=3CCN(CC3)C(C)=O)CCO2